C(CCCCC(=O)OCC(CCCC)CC)(=O)OCC(CCCC)CC bis(2-ethylhexyl) hexanedioate